C1(=CC=CC=C1)S(=O)(=O)C1=CC=C(C=C1)S(=O)(=O)[O-].[Na+] sodium 4-(phenylsulfonyl)-benzenesulfonate